NC=1C(=NON1)N1N=NC(=C1)C(=O)NN=CC1=CC(=CC=C1)C 1-(4-amino-1,2,5-oxadiazol-3-yl)-N'-(3-methylbenzylidene)-1H-1,2,3-triazole-4-carbohydrazide